FC(COC1=C(C=CC=2NC(=NC21)C=2C1=C(C=NC2OC)C(=CN1)C#N)C1CCN(CC1)C)F 7-(4-(2,2-difluoroethoxy)-5-(1-methylpiperidin-4-yl)-1H-benzo[d]imidazol-2-yl)-6-Methoxy-1H-pyrrolo[3,2-c]pyridine-3-carbonitrile